(R,2S)-N'-((5-(2-methoxypyridin-4-yl)-2,3-dihydro-1H-inden-4-yl)carbamoyl)-2-methyl-2,3-dihydropyrazolo[5,1-b]oxazole-7-sulfonimidamide COC1=NC=CC(=C1)C=1C(=C2CCCC2=CC1)NC(=O)N=[S@](=O)(N)C=1C=NN2C1O[C@H](C2)C